[O-]S(=O)(=O)C(F)(F)F.C(CCCCCCCCC)[NH+]1C(=CC=C1)C 1-Decyl-2-Methylpyrrolium triflat